N-[(3-amino-4-bromo-2-fluoro-phenyl)methyl]-6-cyclopropyl-N-(4-fluoro-2-methanesulfonylphenyl)pyridine-3-carboxamide NC=1C(=C(C=CC1Br)CN(C(=O)C=1C=NC(=CC1)C1CC1)C1=C(C=C(C=C1)F)S(=O)(=O)C)F